OC1=C(C=CC(=C1)C)C(C=CC1=CC=C(OCCCCC=2N=NN(C2)CCNCCOC2=CC=C(C=C2)C=2OC3=CC=CC=C3C(C2)=O)C=C1)=O 2-[4-[2-[2-[4-[4-[4-[3-(2-Hydroxy-4-methylphenyl)-3-oxoprop-1-enyl]phenoxy]butyl]triazol-1-yl]ethylamino]ethoxy]phenyl]chromen-4-one